CN(CCC1=CNC2=CC=CC(=C12)OS(N)(=O)=O)C sulfamic acid [3-[2-(dimethylamino) ethyl]-1H-indol-4-yl] ester